Methyl ((4-((tert-butyldimethylsilyl)oxy)piperidin-4-yl)methyl)carbamate [Si](C)(C)(C(C)(C)C)OC1(CCNCC1)CNC(OC)=O